6-(2-fluoroethoxy)pyridin-3-amine FCCOC1=CC=C(C=N1)N